1-(oxetan-3-yl)-6-[(3S)-3-{2-[2-(trifluoromethyl)phenyl]ethyl}piperidine-1-carbonyl]-1H-indole O1CC(C1)N1C=CC2=CC=C(C=C12)C(=O)N1C[C@H](CCC1)CCC1=C(C=CC=C1)C(F)(F)F